(R)-N-((4-fluorobicyclo[2.2.1]hept-1-yl)methylene)-2-methylpropane-2-sulfinamide FC12CCC(CC1)(C2)C=N[S@](=O)C(C)(C)C